cis-2-cyclopentylpiperidine-3-carboxylic acid (3-tert-butylphenyl)amide C(C)(C)(C)C=1C=C(C=CC1)NC(=O)[C@@H]1[C@@H](NCCC1)C1CCCC1